2-(3-cyanophenyl)-3-(2,6-dimethyl-4-pyridyl)-N-[(4-methyl-2-oxo-oxazolidin-4-yl)methyl]pyrazolo[1,5-a]pyrimidine-5-carboxamide C(#N)C=1C=C(C=CC1)C1=NN2C(N=C(C=C2)C(=O)NCC2(NC(OC2)=O)C)=C1C1=CC(=NC(=C1)C)C